1-(pyridin-4-ylmethyl)-1,2,3,4-tetrahydroquinoxaline N1=CC=C(C=C1)CN1CCNC2=CC=CC=C12